CC(=CCC/C(=C/CC/C(=C/CC/C(=C/CC/C(=C/CC/C(=C/CC/C(=C/CC/C(=C/CC/C(=C/CC/C(=C/CC1=C(C(=CC(=C1)C(=O)O)O)O)/C)/C)/C)/C)/C)/C)/C)/C)/C)C The molecule is a dihydroxybenzoic acid that is 3,4-dihydroxybenzoic acid in which the hydrogen at position 5 is substituted by a decaprenyl group. It has a role as a human metabolite. It is a dihydroxybenzoic acid and a member of catechols. It is a conjugate acid of a 3-decaprenyl-4,5-dihydroxybenzoate.